ClC=1C=C2C(=[N+](N(C2=CC1)C)[O-])C1=CC(CC(O1)=O)(C)C 5-Chloro-3-(4,4-dimethyl-2-oxo-3,4-dihydro-2H-pyran-6-yl)-1-methyl-1H-indazole 2-oxide